ClC1=NC(=NC(=C1)C1=CC2=C(SC3=C2C=CC=C3)C=C1)C1=CC=CC=C1 4-chloro-6-(dibenzo[b,d]thiophen-2-yl)-2-phenylpyrimidine